(E)-4-chloro-N-methyl-N-((trans)-3-((6-(1-methyl-1H-pyrazol-4-yl)pyrazolo[1,5-a]pyrazin-4-yl)oxy)cyclobutyl)but-2-enamide ClC/C=C/C(=O)N([C@@H]1C[C@H](C1)OC=1C=2N(C=C(N1)C=1C=NN(C1)C)N=CC2)C